BrC1=CC(=C(S1)C)C=O 5-bromo-2-methylthiophene-3-carbaldehyde